CC(C(=O)N[C@@H](CC(N1CCCCC1)=O)C1=CC=CC=C1)(CC)C (S)-2,2-dimethyl-N-(3-oxo-1-phenyl-3-(piperidin-1-yl)propyl)butanamide